CC1=CC=CC(=N1)C1=C(N=CN1)C=1C=C2C=C(C=NC2=CC1)NC1CC(C1)C(=O)OCC1CNC1 azetidin-3-ylmethyl (1r,3r)-3-((6-(5-(6-methylpyridin-2-yl)-1H-imidazol-4-yl)quinolin-3-yl)amino)cyclobutane-1-carboxylate